N1=C(C=CC=C1)O[C@@H](COC1=CC=C(C=C1)OC1=CC=CC=C1)C |r| 4-phenoxyphenyl (RS)-2-(2-pyridyloxy)propyl ether